FC1(CCCC1)C1=NC(=NC(=N1)N)NC1=C(C(=CC(=C1F)F)F)F 6-(1-fluorocyclopentyl)-N4-(2,3,5,6-tetrafluorophenyl)1,3,5-triazine-2,4-diamine